5-cyano-N-[2,4-difluoro-3-[1-(1,2-oxazol-5-yl)imidazo[1,5-a]pyridin-6-yl]phenyl]-2-methoxypyridine-3-sulfonamide C(#N)C=1C=C(C(=NC1)OC)S(=O)(=O)NC1=C(C(=C(C=C1)F)C=1C=CC=2N(C1)C=NC2C2=CC=NO2)F